2-dimethylamino-3-methylcarboxymethyl-1-methyl-1,4,5,6-tetrahydropyrimidinium CN(C1[N+](CCCN1C)(C)CC(=O)O)C